ClP(=O)(Cl)OCC[C@H](C(=O)OC(C)C)C Isopropyl (R)-4-((dichlorophosphoryl)oxy)-2-methylbutanoate